CN(CCS)C 2-(dimethylamino)ethyl mercaptan